2,5-dihydroxy-1,4-benzenediacetic acid OC1=C(C=C(C(=C1)CC(=O)O)O)CC(=O)O